Tert-butylammonium bromide [Br-].C(C)(C)(C)[NH3+]